FC1=C(C(=C(C=C1OC)OC)F)N1C(N(C2=C(C1)C=NC(=N2)NC2=C(C=C(C=C2C)N2CCN(CC2)CC)NC(C=C)=O)CC)=S N-(2-((6-(2,6-difluoro-3,5-dimethoxyphenyl)-8-ethyl-7-thioxo-5,6,7,8-tetrahydropyrimido[4,5-d]pyrimidin-2-yl)amino)-5-(4-ethylpiperazin-1-yl)-3-methylphenyl)acrylamide